C(C)(C)(C)OC(=O)N1C2=C(OC(C1)C#N)C(=CC=C2)Br 8-bromo-2-cyano-2,3-dihydro-4H-benzo[b][1,4]oxazine-4-carboxylic acid tert-butyl ester